[Cl-].C1(=CC=CC=C1)P(C1=CC=CC=C1)(C1=CC=CC=C1)C1=CC=CC=C1 Tetraphenyl-phosphine chloride